Cl.COC(C1=C(C(=CC(=C1)OC[C@H](C)N)C)Cl)=O.NCCCN1CCNCC1 N-(aminoPropyl)piperazine methyl-(S)-5-(2-aminopropoxy)-2-chloro-3-methylbenzoate hydrochloride